BrC(C)C1=NN(C=C1)CC(F)(F)F 3-(1-bromoethyl)-1-(2,2,2-trifluoroethyl)-1H-pyrazole